N-[(5-Chlorothiophen-2-yl)methyl]-3-[1-(morpholin-4-carbonyl)azetidin-3-yl]-1H-pyrazol-5-amin ClC1=CC=C(S1)CNC1=CC(=NN1)C1CN(C1)C(=O)N1CCOCC1